1-(4-bromobutyl)-N,N-bis(4-methoxybenzyl)-1H-pyrazole-3-sulphonamide BrCCCCN1N=C(C=C1)S(=O)(=O)N(CC1=CC=C(C=C1)OC)CC1=CC=C(C=C1)OC